ClC=1C=CC(=C(C1)CC(=O)NC1=CC(=NC=C1)C(=O)NC1(CCOCC1)CO)O 4-[[2-(5-Chloro-2-hydroxy-phenyl)acetyl]amino]-N-[4-(hydroxymethyl)tetrahydropyran-4-yl]pyridine-2-carboxamide